OCCN1C=NC=C1 1-(2-Hydroxyethyl)imidazole